Ammonium molybdenum Tetrahydrate O.O.O.O.[Mo+4].[NH4+]